1-Methyl-5-(piperazin-1-yl)-1H-indazole CN1N=CC2=CC(=CC=C12)N1CCNCC1